17-vinyl-4,5α-epoxy-3,14-dihydroxymorphinan-6-one C(=C)N1[C@H]2[C@@]3(CCC([C@H]4[C@@]3(C=3C(=C(C=CC3C2)O)O4)CC1)=O)O